F[P-](F)(F)(F)(F)F.C(#N)C(C1=NC=CC=C1)=NOC(=[N+](C)C)N(C)C N-[(cyano(pyridin-2-yl)methyleneaminooxy)(dimethylamino)methylene]-N-methylmethanaminium hexafluorophosphate